4-{9-Hydroxy-5-methyl-8-oxo-4-thia-2,12-diazatricyclo[7.3.0.03,7]dodeca-1,3(7),5-trien-12-yl}benzonitrile OC12C(C=3C=C(SC3N=C2N(CC1)C1=CC=C(C#N)C=C1)C)=O